2-[5,8-dioxo-2-(piperidin-1-ylcarbonyl)-6-(prop-2-yl)-5,6,7,8-tetrahydro-4H-pyrazolo[1,5-a]pyrrolo[3,4-d]pyrimidin-4-yl]-N-(5-fluoropyridin-2-yl)acetamide O=C1N(CC2=C1N(C=1N(C2=O)N=C(C1)C(=O)N1CCCCC1)CC(=O)NC1=NC=C(C=C1)F)C(C)C